[N+](=O)([O-])C1=NN(C=C1C=C)CC#N 2-(3-nitro-4-vinyl-pyrazol-1-yl)acetonitrile